2-[[[(Z)-1-(2-Aminothiazol-4-yl)-2-[[[(2R,5RS)-5-methyl-7-oxo-1,2,5,7-tetrahydro-4H-furo[3,4-d][1,3]thiazin-2-yl]methyl]amino]-2-oxoethylidene]amino]oxy]acetic acid NC=1SC=C(N1)/C(/C(=O)NC[C@H]1SCC2=C(N1)C(O[C@@H]2C)=O)=N/OCC(=O)O |&1:19|